(S)-N-(2-Chloro-3-(3-chloro-2-(3-methoxy-4-((((5-oxopyrrolidin-2-yl)methyl)amino)methyl)phenyl)pyridin-4-yl)phenyl)-1,3-dimethyl-2,4-dioxo-1,2,3,4-tetrahydropyrimidine-5-carboxamide ClC1=C(C=CC=C1C1=C(C(=NC=C1)C1=CC(=C(C=C1)CNC[C@H]1NC(CC1)=O)OC)Cl)NC(=O)C=1C(N(C(N(C1)C)=O)C)=O